FC1=C(C=C(C=C1)C=1C=C2C(=NC1)N(CN2CC2=NC=NC=C2)C)C 6-(4-fluoro-3-methyl-phenyl)-3-methyl-1-(pyrimidin-4-ylmethyl)imidazo[4,5-b]Pyridine